5-chloro-2-[4-({1'-[2-(2,6-dioxopiperidin-3-yl)-1,3-dioxo-2,3-dihydro-1H-isoindol-5-yl]-[1,3'-biazetidin]-3-yl}methyl)piperazin-1-yl]pyrimidin ClC=1C=NC(=NC1)N1CCN(CC1)CC1CN(C1)C1CN(C1)C=1C=C2C(N(C(C2=CC1)=O)C1C(NC(CC1)=O)=O)=O